O1CC(=CC(=C1)O)O pyran-3,5-diol